4-(bromomethyl)-1-nitro-2-(trifluoromethyl)benzene 5-methylcytidine-3'-triphosphate P(O)(=O)(OP(=O)(O)OP(=O)(O)O)O[C@H]1[C@H]([C@@H](O[C@@H]1CO)N1C(=O)N=C(N)C(=C1)C)O.BrCC1=CC(=C(C=C1)[N+](=O)[O-])C(F)(F)F